NC12CC(C1)(C2)NC(=O)[C@@H]2OC1=CC=C(C=C1C(C2)=O)Cl (R)-N-(3-aminobicyclo[1.1.1]pent-1-yl)-6-chloro-4-oxochromane-2-carboxamide